COC=1C=C(C=CC1OC)C1=CC=NC=2N1N=C(C2)C(=O)NC21CCC(CC2)(CC1)C(=O)O 4-(7-(3,4-dimethoxyphenyl)pyrazolo[1,5-a]pyrimidine-2-carboxamido)bicyclo[2.2.2]octane-1-carboxylic acid